1-methyl-5-(phenylamino)-1,5-dihydro-4H-pyrazolo[3,4-d]pyrimidin-4-one CN1N=CC2=C1N=CN(C2=O)NC2=CC=CC=C2